1,3-dichlorodimethylnaphthalene ClC1=C(C(=C(C2=CC=CC=C12)C)Cl)C